benzyl (4S,7S)-4,7-bis(4-azidobutyl)-2,5,8-trioxo-12,15,18,21-tetraoxa-3,6,9-triazatetracosan-24-oate N(=[N+]=[N-])CCCC[C@H](NC(C)=O)C(N[C@H](C(NCCOCCOCCOCCOCCC(=O)OCC1=CC=CC=C1)=O)CCCCN=[N+]=[N-])=O